2-Methylpropyl (E)-3-[2-fluoro-3-(hydroxymethyl)phenyl]prop-2-enoate FC1=C(C=CC=C1CO)/C=C/C(=O)OCC(C)C